4-chloro-5-(difluoromethyl)-7H-pyrrolo[2,3-d]pyrimidine ClC=1C2=C(N=CN1)NC=C2C(F)F